tert-butyl 2-[4-(prop-2-yn-1-yl)piperazin-1-yl]acetate C(C#C)N1CCN(CC1)CC(=O)OC(C)(C)C